tert-butyl (2R,5S)-5-methyl-2-(3-pyridyl)piperidine-1-carboxylate C[C@H]1CC[C@@H](N(C1)C(=O)OC(C)(C)C)C=1C=NC=CC1